FC1(CN(CC1)C=1C=CC(=NC1CN1CCCC1)NC1=CC2=C(C=N1)SC(=N2)C2=NC=CC=C2C)F 5-(3,3-Difluoropyrrolidin-1-yl)-N-[2-(3-methylpyridin-2-yl)-[1,3]thiazolo[5,4-c]pyridin-6-yl]-6-[(pyrrolidin-1-yl)methyl]pyridin-2-amine